(E)-3-(4-hydroxy-2,6-dimethylphenyl)-1-(4-(methylthio)phenyl)prop-2-en-1-one OC1=CC(=C(C(=C1)C)/C=C/C(=O)C1=CC=C(C=C1)SC)C